C(C)(C)(C)OC(=O)[C@H](C(=O)N[C@@H](CC1=CC=C(C=C1)NS(=O)(=O)O)C=1SC=C(N1)CC)CC(C)C 4-{(S)-2-[(S)-2-(tert-butoxycarbonyl)-4-methylpentanoylamino]-2-(4-ethylthiazol-2-yl)ethyl}phenylaminosulfonic acid